COC(CCC=1C=C2C=NNC2=C(C1)C)=O 3-(7-methyl-1H-indazol-5-yl)propionic acid methyl ester